ClC=1C=C(C=NC1N1N=CC=N1)NC(=O)[C@H]1CC2(CC2)C2=C1C=NC=1N2N=C(C1)F (S)-N-(5-chloro-6-(2H-1,2,3-triazol-2-yl)pyridin-3-yl)-2-fluoro-6,7-dihydrospiro[cyclopenta[e]pyrazolo[1,5-a]pyrimidine-8,1'-cyclopropane]-6-carboxamide